The molecule is a polyprenol diphosphate compound having sixteen prenyl units with undefined stereochemistry about the double bonds. It has a role as a Saccharomyces cerevisiae metabolite. CC(=CCC/C(=C/CC/C(=C/CC/C(=C/CC/C(=C/CC/C(=C/CC/C(=C/CC/C(=C/CC/C(=C/CC/C(=C/CC/C(=C/CC/C(=C/CC/C(=C/CC/C(=C/CC/C(=C/CC/C(=C/COP(=O)(O)OP(=O)(O)O)/C)/C)/C)/C)/C)/C)/C)/C)/C)/C)/C)/C)/C)/C)/C)C